(2-hydroxyethyl)-3-methylimidazoleacetic acid Ethyl-8-methoxy-4,5-dihydronaphtho[2,1-d]isoxazole-3-carboxylate C(C)OC(=O)C1=NOC2=C1CCC1=CC=C(C=C12)OC.OCCC=1N(C(=NC1)CC(=O)O)C